C(C)(C)(C)N(C(O)=O)[C@]1(CN(CC1)C1=C(C(=C(C=C1)F)CNC(=O)OC)CN1C2=NC=NC(=C2N=C1)N)C(NC1CC1)=O.C=CCCCC n-Hexanen tert-butyl-(R)-(1-(2-((6-amino-9H-purin-9-yl)methyl)-4-fluoro-3-(((methoxycarbonyl)amino)methyl)phenyl)-3-(cyclopropylcarbamoyl)pyrrolidin-3-yl)carbamate